3-(4-((3,7-Dimethylocta-2,6-dien-1-yl)oxy)-3-methoxyphenyl)-1-(4-hydroxyphenyl)prop-2-en-1-one CC(=CCOC1=C(C=C(C=C1)C=CC(=O)C1=CC=C(C=C1)O)OC)CCC=C(C)C